ethyldiaminodi(o-hydroxy-p-methylphenyl)-acetic acid C(C)NC(C(=O)ON)(C1=C(C=C(C=C1)C)O)C1=C(C=C(C=C1)C)O